O=C1NC(C=C(N1)COC1=C2CC(CN(C2=CC=C1)C1=CC=C(C=C1)C(F)(F)F)CNC(C=C)=O)=O N-((5-((2,6-dioxo-1,2,3,6-tetrahydropyrimidin-4-yl)methoxy)-1-(4-(trifluoromethyl)phenyl)-1,2,3,4-tetrahydroquinolin-3-yl)methyl)acrylamide